(S)-2-(2,6-dimethoxy-4-pyrimidinylamino)-5,5-dimethylhexanoic acid COC1=NC(=CC(=N1)N[C@H](C(=O)O)CCC(C)(C)C)OC